7-((trans)-3-aminocyclobutyl)amino-1-isopropoxy-2,6-naphthyridine-3-carbonitrile N[C@@H]1C[C@H](C1)NC1=NC=C2C=C(N=C(C2=C1)OC(C)C)C#N